Rel-(1s,15S,16R,19s)-3-fluoro-15-{[(3-fluoro-1-methylazetidin-3-yl)methyl]amino}-8,18-dioxa-11-azatetracyclo[17.2.2.02,7.011,16]tricosa-2(7),3,5-trien-10-one FC=1C=2C3CCC(OC[C@H]4[C@H](CCCN4C(COC2C=CC1)=O)NCC1(CN(C1)C)F)CC3 |o1:9,10|